C1(CCCCC1)C1=CC(=CN1)S(=O)(=O)NC1=C(C=C(C(=C1)F)C(F)(F)F)F 5-cyclohexyl-N-[2,5-difluoro-4-(trifluoromethyl)phenyl]-1H-pyrrole-3-sulfonamide